(1R,5S,6r)-3-[(5-isopropyl-1H-pyrazol-3-yl)carbonyl]-3-azabicyclo[3.1.0]hexane-6-carboxylic acid C(C)(C)C1=CC(=NN1)C(=O)N1C[C@H]2C([C@H]2C1)C(=O)O